2-fluoro-6-methyl-4-((1S,2S)-2-(4,4,5,5-tetramethyl-1,3,2-dioxaborolan-2-yl)cyclopropyl)benzonitrile FC1=C(C#N)C(=CC(=C1)[C@@H]1[C@H](C1)B1OC(C(O1)(C)C)(C)C)C